3-[4-[3-Fluoro-4-(methylamino)-1-piperidyl]-3-methyl-2-oxo-benzimidazol-1-yl]piperidine-2,6-dione FC1CN(CCC1NC)C1=CC=CC=2N(C(N(C21)C)=O)C2C(NC(CC2)=O)=O